ethyl 2-(2-(4,4-difluorocyclohex-1-en-1-yl)thiazole-4-yl)acetate FC1(CC=C(CC1)C=1SC=C(N1)CC(=O)OCC)F